1-isopropyl-N-((S)-1-((1r,4S)-4-methylcyclohexyl)-2-oxo-2-((4-(((S)-2-oxo-4-(trifluoromethyl)imidazolidin-1-yl)methyl)pyridin-2-yl)amino)ethyl)-1H-pyrazole-5-carboxamide C(C)(C)N1N=CC=C1C(=O)N[C@H](C(NC1=NC=CC(=C1)CN1C(N[C@@H](C1)C(F)(F)F)=O)=O)C1CCC(CC1)C